BrC1=CC=C(C=C1)C1=NN(C(=C1C(=O)O)Cl)C1CCCC1 3-(4-bromophenyl)-5-chloro-1-cyclopentyl-pyrazole-4-carboxylic acid